3-(2-methoxypyridin-4-yl)-4-methylbicyclo[4.2.0]octa-1(6),2,4-trien-2-amine COC1=NC=CC(=C1)C1=C(C=2CCC2C=C1C)N